N1C(C(CCC1=O)[2H])=O (3-2H)piperidine-2,6-dione